CON(C(=O)C1CC(C1)NC(OC(C)(C)C)=O)C Tert-Butyl N-[3-[methoxy(methyl)carbamoyl]cyclobutyl]carbamate